5'-(4,4,5,5-Tetramethyl-1,3,2-dioxaborolan-2-yl)spiro[cyclopropane-1,1'-isoindolin]-3'-one CC1(OB(OC1(C)C)C=1C=C2C(NC3(C2=CC1)CC3)=O)C